1-phenyl-1,5-dihydro-4H-pyrazolo[3,4-d]pyridazin-4-one C1(=CC=CC=C1)N1N=CC2=C1C=NNC2=O